9-(2-Fluoro-5-methoxyphenyl)-2-(3-hydroxyphenyl)-8-oxo-8,9-dihydro-7H-purine FC1=C(C=C(C=C1)OC)N1C2=NC(=NC=C2NC1=O)C1=CC(=CC=C1)O